N[C@@H]1CN(C[C@@H](C1)C)C1=C(C=C(C(=N1)NC=1C=C2C=C(C(N(C2=CC1)C)=O)OCC(=O)NC)Cl)C#N 2-((6-((6-((3S,5r)-3-amino-5-methylpiperidin-1-yl)-3-chloro-5-cyanopyridin-2-yl)amino)-1-methyl-2-oxo-1,2-dihydroquinolin-3-yl)oxy)-N-methylacetamide